1,5-diazabicyclo(4.3.0)nonene N12C=CCNC2CCC1